3-(1,2,3,5,6,7-hexahydro-s-indacen-4-yl)-1-[(oxan-4-yl)(pyrimidin-5-yl)sulfamoyl]urea sodium salt [Na].C1CCC2=C(C=3CCCC3C=C12)NC(NS(N(C=1C=NC=NC1)C1CCOCC1)(=O)=O)=O